CN(C)C(C(=O)C1=CC=C(C=C1)N1CCOCC1)(CC)CC1=CC=C(C=C1)C (dimethylamino)2-[(4-methylphenyl)methyl]1-[4-(4-morpholinyl)phenyl]1-butanon